ClC1=C(C(=CC=C1)Cl)N1C=2N(C3=C(C1=O)C=NC(=N3)NC3=CC(=C(C(=C3)C)N3C[C@@H](N([C@@H](C3)C)C)C)OC)CCN2 6-(2,6-dichlorophenyl)-2-((3-methoxy-5-methyl-4-((3s,5r)-3,4,5-trimethylpiperazin-1-yl)phenyl)amino)-8,9-dihydroimidazo[1,2-a]pyrimido[5,4-e]pyrimidin-5(6H)-one